CC1C(CCCC1)N(C(=O)CC(CC(=O)NC1C(CCCC1)C)C(=O)N)C1C(CCCC1)C N,N,N''-tris[2-methylcyclohexyl]-1,2,3-propanetricarboxamide